FC1=CC=C(OC2=C(C=C(C=C2)C2=CC=C(C=C2)C(F)(F)F)C(=O)N)C=C1 4-(4-fluorophenoxy)-4'-(trifluoromethyl)-[1,1'-biphenyl]-3-carboxamide